CN1N=CC=2C1=NC=C(C2)NC2N(C(C1=CC=CC=C21)=O)CC(N2[C@@H](CCC2)C(F)(F)F)=O [(1-methylpyrazolo[3,4-b]pyridin-5-yl)amino]-2-[2-oxo-2-[(2S)-2-(trifluoromethyl)pyrrolidin-1-yl]ethyl]isoindolin-1-one